2-(2-(tert-butoxycarbonyl)-7-hydroxy-6-methoxy-1-methyl-1,2,3,4-tetrahydroisoquinolin-1-yl)acetic acid C(C)(C)(C)OC(=O)N1C(C2=CC(=C(C=C2CC1)OC)O)(C)CC(=O)O